tert-Butyl N-(tert-butoxycarbonyl)-N-(6-chloropyrimidin-4-yl)carbamate C(C)(C)(C)OC(=O)N(C(OC(C)(C)C)=O)C1=NC=NC(=C1)Cl